CN1C(C2(C3=C1C=NC=1C=CC(=CC31)C=3C=C(C(=NC3)OCCCN3CCCC3)NS(=O)(=O)C3CC3)CCC2)=O N-(5-(3'-Methyl-2'-oxo-2',3'-dihydrospiro[cyclobutane-1,1'-pyrrolo[2,3-c]quinolin]-8'-yl)-2-(3-(pyrrolidin-1-yl)propoxy)pyridin-3-yl)cyclopropanesulfonamide